C(#N)N1[C@H](C[C@H](C1)OC)C(=O)N(C(C(=O)NC1CCC(CC1)(F)F)C=1C=NC=CC1C(F)(F)F)C1=C(C=C(C=C1)C1CC1)F (2R,4R)-1-cyano-N-(4-cyclopropyl-2-fluorophenyl)-N-(2-((4,4-difluorocyclohexyl)amino)-2-oxo-1-(4-(trifluoromethyl)pyridin-3-yl)ethyl)-4-methoxypyrrolidine-2-carboxamide